[Cl-].C[N+](CCOCCCCCCCC)(C)C N,N,N-trimethyl-2-(octyloxy)ethan-1-aminium chloride